ClC=1C=C2C=C(NC2=CC1OCC=1N=CSC1)CNC(=O)N1C[C@@H](CC1)O (R)-N-((5-chloro-6-(thiazol-4-ylmethoxy)-1H-indol-2-yl)methyl)-3-hydroxypyrrolidine-1-carboxamide